(6-(2,6-dichloro-3,5-dimethoxyphenyl)-4,5,6,7-tetrahydro-1H-indazol-3-yl)cyclopropane-1-carbonitrile ClC1=C(C(=C(C=C1OC)OC)Cl)C1CCC=2C(=NNC2C1)C1(CC1)C#N